tert-butyl 4-{4-[4-(2,6-dioxopiperidin-3-yl)phenyl]but-3-yn-1-yl}piperazine-1-carboxylate O=C1NC(CCC1C1=CC=C(C=C1)C#CCCN1CCN(CC1)C(=O)OC(C)(C)C)=O